C(C1=CC=CC=C1)N(C)C(CC)=O [benzyl(methyl)amino]propan-1-one